(E)-3-(4-Hydroxyphenyl)-1-[4-hydroxy-2-[(2R,3R,4S,5R,6R)-3,4,5-trihydroxy-6-(hydroxymethyl)oxan-2-yl]oxyphenyl]prop-2-en-1-one OC1=CC=C(C=C1)/C=C/C(=O)C1=C(C=C(C=C1)O)O[C@H]1O[C@@H]([C@@H]([C@@H]([C@H]1O)O)O)CO